2-(2-(2-((2-(2,6-Dioxopiperidin-3-yl)-1-oxo-isoindolin-4-yl)amino)ethoxy)ethoxy)ethyl methanesulfonate CS(=O)(=O)OCCOCCOCCNC1=C2CN(C(C2=CC=C1)=O)C1C(NC(CC1)=O)=O